FC=1C=C(C=CC1F)[C@@H]1CN(C[C@H]1C)C(=O)C1=CC(=NN1)C1=CN=NC=C1 [(3R,4S)-3-(3,4-difluorophenyl)-4-methyl-pyrrolidin-1-yl]-(3-pyridazin-4-yl-1H-pyrazol-5-yl)methanone